3-(cyclopropylmethoxy)-N-(2-methylpyrimidin-5-yl)-1,7-naphthyridin-8-amine C1(CC1)COC=1C=NC2=C(N=CC=C2C1)NC=1C=NC(=NC1)C